ethyl [2-(3-aminooxetan-3-yl)-5-chlorophenyl]acetate monohydrochloride Cl.NC1(COC1)C1=C(C=C(C=C1)Cl)CC(=O)OCC